BrC1=NC(=NC(=C1N)C(C)C)C(F)(F)F 4-bromo-6-(propan-2-yl)-2-(trifluoromethyl)pyrimidin-5-amine